C(C)(C)(C)N(C(O)=O)CC1CC2(C1)CC(C2)=O.ClC=2C=CC=C1C(C=C(OC21)C2=CC(=C(C=C2)OC)F)=O 8-chloro-2-(3-fluoro-4-methoxy-phenyl)chromen-4-one tert-butyl-((6-oxospiro[3.3]heptan-2-yl)methyl)carbamate